3-(hexyloxy)-1-phenyl-1H-pyrazole C(CCCCC)OC1=NN(C=C1)C1=CC=CC=C1